ClCC=1C=CC(=C(C1)C=1C(=NN(C1C(=O)N)C1=CC(=CC=C1)C#N)C(F)(F)F)F (5-(chloromethyl)-2-fluorophenyl)-1-(3-cyanophenyl)-3-(trifluoromethyl)-1H-pyrazole-5-carboxamide